N-Methyl-N,N-bis(2-((Z)-octadec-6-enyloxy)ethyl)amine CN(CCOCCCCC\C=C/CCCCCCCCCCC)CCOCCCCC\C=C/CCCCCCCCCCC